(E)-3-(dimethylamino)-1-(imidazo[1,2-a]pyridin-3-yl)-2-methylpropan-2-en-1-one CN(/C=C(/C(=O)C1=CN=C2N1C=CC=C2)\C)C